4,7-dibromo-2-(5-decylpentadecyl)-2H-[1,2,3]triazolo[4,5-C]pyridine BrC1=NC=C(C=2C1=NN(N2)CCCCC(CCCCCCCCCC)CCCCCCCCCC)Br